ClC1=CC=C(C(=N1)C(=O)O)N[C@H](C)C1=C2N=C(C(=NC2=CC(=C1)C)C#N)N1CC2=CC=CC(=C2C1)F (R)-6-chloro-3-((1-(2-cyano-3-(4-fluoroisoindolin-2-yl)-7-methylquinoxalin-5-yl)ethyl)amino)picolinic acid